2-((1-((2-(3,5-dichloro-phenyl)-6-((2-(piperazin-1-yl)pyrimidin-5-yl)oxy)pyridin-4-yl)methyl)piperidin-4-yl)oxy)acetic acid ClC=1C=C(C=C(C1)Cl)C1=NC(=CC(=C1)CN1CCC(CC1)OCC(=O)O)OC=1C=NC(=NC1)N1CCNCC1